Cl.COC1(CNCC1)C 3-methoxy-3-methylpyrrolidine hydrochloride